ClC1=C(C=CC2=C1C(=NCC=1N2C=NC1C(=O)N1CC(C1)OC)C1=C(C=CC(=C1)O)F)C(F)(F)F [7-chloro-6-(2-fluoro-5-hydroxy-phenyl)-8-(trifluoromethyl)-4H-imidazo[1,5-a][1,4]benzodiazepin-3-yl]-(3-methoxyazetidin-1-yl)methanone